COC=1C(=NC(=NC1)NC1=CC=C(C=C1)N1CCOCC1)OCC1CCC(CC1)NCC(F)(F)F 5-methoxy-N-(4-morpholinophenyl)-4-(((1R,4R)-4-((2,2,2-trifluoroethyl)amino)cyclohexyl)methoxy)pyrimidin-2-amine